N[C@H]1CN(CCC1)C(=O)C=1C=C(C=2N(C1)N=C(C2C)C=2N(C1=C(C=CC=C1C2)C2CCN(CC2)C(C)=O)CC2CC2)OC (R)-1-(4-(2-(6-(3-Aminopiperidine-1-carbonyl)-4-methoxy-3-methylpyrazolo[1,5-a]pyridin-2-yl)-1-(cyclopropylmethyl)-1H-indol-7-yl)piperidin-1-yl)ethan-1-one